Cl.NCC1CN(CCO1)C(=O)NC1=NC(N(C=C1)C1=CC=C(C=C1)CN1CCC(CC1)N)=O 2-(Aminomethyl)-N-(1-(4-((4-aminopiperidin-1-yl)methyl)phenyl)-2-oxo-1,2-dihydropyrimidin-4-yl)morpholine-4-carboxamide hydrochloride salt